CC1(CCN(CC1)[C@H]1[C@H](CCC1)OC=1C=C2CN(C(C2=CC1)=O)C1C(NC(CC1)=O)=O)C 3-(5-(((1S,2R)-2-(4,4-dimethylpiperidin-1-yl)cyclopentyl)oxy)-1-oxoisoindolin-2-yl)piperidine-2,6-dione